ClC=1C=C(C=C2C(=C(C=NC12)C#N)NC=1C=NC(=C(C1)F)F)N[C@H](C=1N=NN(C1)[C@@H](C(F)(F)F)C)C=1C=NC=CC1 8-chloro-4-((5,6-difluoropyridin-3-yl)amino)-6-(((S)-pyridin-3-yl(1-((R)-1,1,1-trifluoropropan-2-yl)-1H-1,2,3-triazol-4-yl)methyl)amino)quinoline-3-carbonitrile